N1=C(C=NC=C1)N1N=CC(=C1C(F)(F)F)NC(OC(C)(C)C)=O tert-butyl N-[1-(pyrazin-2-yl)-5-(trifluoromethyl)-1H-pyrazol-4-yl]carbamate